bis-triethoxysilylpropyltetrasulfide C(C)O[Si](OCC)(OCC)C(CCSSSSCCC([Si](OCC)(OCC)OCC)[Si](OCC)(OCC)OCC)[Si](OCC)(OCC)OCC